4-(4-(2-((Pyridin-2-ylmethyl)amino)ethyl)piperazin-1-yl)benzonitrile N1=C(C=CC=C1)CNCCN1CCN(CC1)C1=CC=C(C#N)C=C1